tert-butyl 4-(3-(2,4-dioxotetrahydropyrimidin-1(2H)-yl)-5-fluoro-1-methyl-1H-indazol-6-yl)piperidine-1-carboxylate O=C1N(CCC(N1)=O)C1=NN(C2=CC(=C(C=C12)F)C1CCN(CC1)C(=O)OC(C)(C)C)C